CN1N=NC(=C1NC(O[C@H](C)C=1C(=NC=CC1)Cl)=O)C1=NC=C(C=C1)NC(=O)C1CC(C1)NCC(F)(F)F (R)-1-(2-chloropyridin-3-yl)ethyl (1-methyl-4-(5-((1r,3R)-3-((2,2,2-trifluoroethyl)amino)cyclobutane-1-carboxamido)pyridin-2-yl)-1H-1,2,3-triazol-5-yl)carbamate